ClC1=CC=C(C=C1)C(C)(C#C)C=1N=C(SC1)NC(=O)NCCC#N 1-(4-(2-(4-chlorophenyl)but-3-yn-2-yl)thiazol-2-yl)-3-(2-cyanoethyl)urea